(2R,4R)-4-((4-acetyl-3-fluoro-6-((5-methyl-1H-pyrazol-3-yl)amino)-pyridin-2-yl)methyl)-1-(3-chloro-2-fluorobenzyl)-2-methylpiperidine-4-carboxylic acid C(C)(=O)C1=C(C(=NC(=C1)NC1=NNC(=C1)C)C[C@@]1(C[C@H](N(CC1)CC1=C(C(=CC=C1)Cl)F)C)C(=O)O)F